octadecanoylpyridinone C(CCCCCCCCCCCCCCCCC)(=O)C=1C(NC=CC1)=O